C(CC\C=C/CC)=O Z-4-Heptenal